C(N)([S-])=S.[Na+].[K+].C(N)([S-])=S potassium sodium dithiocarbamate